2-chloro-9-(pyridin-3-yl)-6-(3-(m-tolyl)-1H-pyrazol-1-yl)-9H-purine ClC1=NC(=C2N=CN(C2=N1)C=1C=NC=CC1)N1N=C(C=C1)C=1C=C(C=CC1)C